4-(8-chloro-6-quinolylamino)-2-[3-methoxy-4-(3-piperidinopropoxy)phenylamino]pyrimidine ClC=1C=C(C=C2C=CC=NC12)NC1=NC(=NC=C1)NC1=CC(=C(C=C1)OCCCN1CCCCC1)OC